[C@H]12COC[C@@H]2C1NC(=O)C=1C=C(C2=C(C(CO2)C2=CC=C(OCCNC(OC(C)(C)C)=O)C=C2)C1)C(NC)=O (+/-)-tert-Butyl (2-(4-(5-(((1R,5S,6r)-3-oxabicyclo[3.1.0]hexan-6-yl)carbamoyl)-7-(methylcarbamoyl)-2,3-dihydrobenzofuran-3-yl)phenoxy)ethyl)carbamate